(S-nitrosoglutathione) N(=O)SC[C@H](NC(CC[C@H](N)C(=O)O)=O)C(=O)NCC(=O)O